ClC=1C=CC=C2C=CC(=NC12)N(C1=NC=CC(=C1)C(F)(F)F)C 8-chloro-N-methyl-N-(4-(trifluoromethyl)pyridin-2-yl)quinolin-2-amine